C(=O)C=1N=C(NN1)NC(C)=O N-(5-FORMYL-2H-[1,2,4]TRIAZOL-3-YL)-ACETAMIDE